tertiary octyl-acrylamide C(C)(C)(CC(C)(C)C)C(C(=O)N)=C